COC1=C(C(=CC2=C1C1=CC=C(C(C=C1[C@H](CC2)NC(C)=O)=O)NS(=O)(=O)C)OC)OC (S)-N-(1,2,3-trimethoxy-10-methanesulfonylamino-9-oxo-5,6,7,9-tetrahydrobenzo[a]heptalen-7-yl)acetamide